C1(CC1)C(NC(C(=O)NC1=CNC=2C1=NC=CC2)=O)C2=CC=C(C=C2)F N1-(cyclopropyl(4-fluorophenyl)methyl)-N2-(1H-pyrrolo[3,2-b]pyridin-3-yl)oxalamide